O(C1=CC=CC=C1)P(=O)(OC1=CC=CC=C1)NC1=C(C(=O)O)C=CC=C1C(=O)O 2-((diphenoxyphosphoryl)amino)isophthalic acid